N4-hydroxycytidine triphosphate P(O)(=O)(OP(=O)(O)OP(=O)(O)O)OC[C@@H]1[C@H]([C@H]([C@@H](O1)N1C(=O)N=C(NO)C=C1)O)O